m-tolylbenzamide C1(=C(C=CC=C1)C=1C=C(C(=O)N)C=CC1)C